C12C(CC(C(C1)CN=C=O)C2)CN=C=O norbornane-2,5-diylbis(methylene)diisocyanate